C(CCC)OC(N(CCO)CC=1N=CN(C1Cl)C)=O.CN(C(=S)S)N1CCNCC1 N-methylpiperazinedithiocarbamic acid butyl-((5-chloro-1-methyl-1H-imidazol-4-yl)methyl)(2-hydroxyethyl)carbamate